ClC=1C=CC(=C(C1)C=1N=CN(C(C1)=O)[C@H]1CCC[C@H](C(NC=2C=NN(C2C=2C=CN=C1C2)C)=O)C)N2C=NC=C2 (9R,13S)-13-{4-[5-chloro-2-(1H-imidazol-1-yl)phenyl]-6-oxo-1,6-dihydropyrimidin-1-yl}-3,9-dimethyl-3,4,7,15-tetraazatricyclo[12.3.1.02,6]Octadeca-1(18),2(6),4,14,16-pentaen-8-one